(heptadecan-9-yl) 17-nonyl 9-hydroxyheptadecanedioate OC(CCCCCCCC(=O)OC(CCCCCCCC)CCCCCCCC)CCCCCCCC(=O)OCCCCCCCCC